COC(C)(C)C1CC(C=2N1N=CC2)NCC[C@]2(CCOC1(CCCC1)C2)C2=NC=CC=C2 6-(2-methoxypropane-2-yl)-N-(2-((R)-9-(pyridin-2-yl)-6-oxaspiro[4.5]decan-9-yl)ethyl)-5,6-dihydro-4H-pyrrolo[1,2-b]pyrazol-4-amine